FC(C=1N=CC=2N(C1)C(=CN2)C2=CC=CC(=N2)N[C@H]2CNC[C@@H]2F)F 6-[6-(difluoromethyl)imidazo[1,2-a]pyrazin-3-yl]-N-[(3S,4S)-4-fluoropyrrolidin-3-yl]pyridin-2-amine